C(C)(C)(C)C1=CC=C(C=C1)C=1C=C2CC(C(C2=CC1)NC(O[C@@H]1CN2CCC1CC2)=O)(C)C (S)-quinuclidin-3-yl (5-(4-(tert-butyl)phenyl)-2,2-dimethyl-2,3-dihydro-1H-inden-1-yl)carbamate